C1(=C(C=CC=C1)/C(/C(=O)OC)=N/OC)C methyl (Z)-2-(2-tolyl)-2-methoxyiminoacetate